methyl-3-(1-methylimidazol-4-yl)-4-[[2-(trifluoromethyl)phenyl]methylamino]benzenesulfonamide CC1=C(C=CC(=C1C=1N=CN(C1)C)NCC1=C(C=CC=C1)C(F)(F)F)S(=O)(=O)N